S1C=CC=2C=CC=3C=CN=CC3C21 thieno[3,2-h]isoquinoline